(S,E)-2-methyl-N-(3-(methylsulfonyl)propylidene)propane-2-sulfinamide CC(C)(C)[S@](=O)/N=C/CCS(=O)(=O)C